CNCC1=CC=C(C=C1)OC(F)(F)F N-methyl-1-(4-(trifluoromethoxy)phenyl)methanamine